N-(2-methylthioethyl)glycine CSCCNCC(=O)O